C(#N)C=1C=CC(=C(C(=O)NC2=CC(=C(C(=C2)F)C=2C=C3C(N(CC3=CC2)C)=O)F)C1)SC(F)(F)F 5-cyano-N-(3,5-difluoro-4-(2-methyl-3-oxoisoindolin-5-yl)phenyl)-2-((trifluorometh-yl)thio)benzamide